NC=1C=2N(C=CN1)C(=NC2C)[C@@H](C)C=2C(=C(C(=C(C2)Cl)F)C(=O)N2C[C@H](CC2)OC)OC(C)C (3-((S)-1-(8-amino-1-methylimidazo[1,5-a]pyrazin-3-yl)ethyl)-5-chloro-6-fluoro-2-isopropoxyphenyl)((S)-3-methoxypyrrolidin-1-yl)methanone